N-(4-(4-amino-5-bromo-7-methyl-7H-pyrrolo[2,3-d]pyrimidin-6-yl)-3,5-dimethylphenyl)methacrylamide NC=1C2=C(N=CN1)N(C(=C2Br)C2=C(C=C(C=C2C)NC(C(=C)C)=O)C)C